(Z)-N-(3-bromo-4-fluorophenyl)-N'-hydroxy-4-[2-(sulfamoylamino)ethylamino]-1,2,5-oxadiazole-3-carboxamidine BrC=1C=C(C=CC1F)N\C(=N/O)\C1=NON=C1NCCNS(N)(=O)=O